N'-acetyl-4-amino-N'-methyl-N-((5-(trifluoromethyl)pyridin-2-yl)methyl)-1,3-dihydrofuro[3,4-c]quinoline-8-carbohydrazide C(C)(=O)N(N(C(=O)C1=CC=2C3=C(C(=NC2C=C1)N)COC3)CC3=NC=C(C=C3)C(F)(F)F)C